FC=1C=C2C(=CC=NC2=CC1)C1CCC(CC1)C(C)N (4-(6-fluoroquinolin-4-yl)cyclohexyl)ethan-1-amine